ClC=1SC=2C=NC(=CC2N1)C(Br)Br 2-chloro-6-(dibromomethyl)thiazolo[5,4-c]Pyridine